OC1=C(C=CC=C1O)C=1O[C@@H]([C@H](N1)C(=O)NN)C (4s,5R)-2-(2,3-dihydroxyphenyl)-5-methyl-4,5-dihydrooxazole-4-carbohydrazide